C1(CC1)C=1C(=C(C=CC1)S(=O)C=1N=NC=2CCCCC2C1C(=O)NCC(F)(F)C1=C(C=C(C=C1)C)C)F 3-[(3-cyclopropyl-2-fluorophenyl)sulfinyl]-N-[2-(2,4-dimethylphenyl)-2,2-difluoroethyl]-5,6,7,8-tetrahydrocinnoline-4-carboxamide